The molecule is an N-hydroxy-L-polyhomomethioninate that is the conjugate base of N-hydroxy-L-hexahomomethionine, obtained by deprotonation of the carboxy group; major species at pH 7.3. It is a N-hydroxy-L-polyhomomethioninate and a N-hydroxyhexahomomethioninate. It is a conjugate base of a N-hydroxy-L-hexahomomethionine. CSCCCCCCCC[C@@H](C(=O)[O-])NO